2-(morpholin-4-yl)-8-(1H-pyrazol-3-yl)-[1,7]naphthyridine-4-carbonitrile N1(CCOCC1)C1=NC2=C(N=CC=C2C(=C1)C#N)C1=NNC=C1